C1(=CC=C(C=C1)CC(=O)[O-])C1=CC=CC=C1 2-([1,1'-biphenyl]-4-yl)acetate